COC1=C(C=CC=C1)C=1N=C2N(N=CC=C2C(=O)NC=2C=NC=CC2N2CC(OCC2)C)C1 2-(2-methoxyphenyl)-N-(4-(2-methylmorpholino)pyridin-3-yl)imidazo[1,2-b]pyridazine-8-carboxamide